CN1C(CN(CC1)CCOC1=CC=C(C=C1)B1OC(C(O1)(C)C)(C)C)=O 1-methyl-4-{2-[4-(4,4,5,5-tetramethyl-1,3,2-dioxaborolan-2-yl)phenoxy]ethyl}piperazin-2-one